5-(1-(tert-Butoxycarbonyl)piperidin-4-yl)-7-(trifluoromethyl)thieno[3,2-b]pyridine-3-carboxylic acid methyl ester COC(=O)C1=CSC=2C1=NC(=CC2C(F)(F)F)C2CCN(CC2)C(=O)OC(C)(C)C